2-[(2S)-1-[3-ethyl-7-[[6-(3-piperazin-1-ylpropoxy)-3-pyridyl]methylamino]pyrazolo[1,5-a]pyrimidin-5-yl]-2-piperidyl]ethanol C(C)C=1C=NN2C1N=C(C=C2NCC=2C=NC(=CC2)OCCCN2CCNCC2)N2[C@@H](CCCC2)CCO